ethyl 6-formylimidazo[1,2-a]pyrazine-2-carboxylate C(=O)C=1N=CC=2N(C1)C=C(N2)C(=O)OCC